(R,E)-2-(6-(dimethylamino)-3-(dimethyliminio)-3H-xanthen-9-yl)-5-((5-(2-(1-hydroxycyclooct-4-en-1-yl)acetamido)pentyl)carbamoyl)benzoate CN(C=1C=C2OC3=CC(C=CC3=C(C2=CC1)C1=C(C(=O)[O-])C=C(C=C1)C(NCCCCCNC(C[C@@]1(CC\C=C\CCC1)O)=O)=O)=[N+](C)C)C